CC1=C(C=CC(=C1)N1C2=CC=CC=C2C=2C=CC=CC12)C1=C(C=C(C=C1)N1C2=CC=CC=C2C=2C=CC=CC12)C 9,9'-(2,2'-Dimethyl[1,1'-biphenyl]-4,4'-diyl)bis-9H-carbazol